methyl 2-[5-fluoro-2-methoxy-3-[[5-[[1-(trifluoromethyl) cyclopropyl] methylcarbamoyl]-1H-benzimidazol-2-yl] methyl] phenyl]-2-methyl-propanoate FC=1C=C(C(=C(C1)C(C(=O)OC)(C)C)OC)CC1=NC2=C(N1)C=CC(=C2)C(NCC2(CC2)C(F)(F)F)=O